N1C2=C(OCC1)C=NC=C2NC2=C(C(NC=C2)=O)C(=O)NC2=CC=C(C=C2)N2CCN(CC2)C 4-((2,3-Dihydro-1H-pyrido[3,4-b][1,4]oxazin-8-yl)amino)-N-(4-(4-methylpiperazin-1-yl)phenyl)-2-oxo-1,2-dihydropyridine-3-carboxamide